N-(5-Chloro-1-(2,6-dimethoxyphenyl)-2-(6-ethoxypyridin-2-yl)-1H-imidazo[4,5-b]pyrazin-6-yl)-5-methylpyridine-2-sulfonamide ClC=1N=C2C(=NC1NS(=O)(=O)C1=NC=C(C=C1)C)N(C(=N2)C2=NC(=CC=C2)OCC)C2=C(C=CC=C2OC)OC